2-ethoxycarbonyloxyiminopropan C(C)OC(=O)ON=C(C)C